N1C=CC2=CC=CC(=C12)OCC1=C(C=O)C=CC=C1 (indole-7-oxymethyl)-benzaldehyde